(2R)-N-((R)-(3-chloro-2,4-difluorophenyl)((S)-spiro[2.2]pentan-1-yl)methyl)-2-methyl-3-oxopiperazine-1-carboxamide ClC=1C(=C(C=CC1F)[C@H](NC(=O)N1[C@@H](C(NCC1)=O)C)[C@H]1CC12CC2)F